1-[2-(2-aminoethyl)-5-chloro-phenyl]-3-[[2-(2,6-dioxo-3-piperidyl)-1-oxo-isoindolin-5-yl]methyl]urea NCCC1=C(C=C(C=C1)Cl)NC(=O)NCC=1C=C2CN(C(C2=CC1)=O)C1C(NC(CC1)=O)=O